3-Acetylbenzoic acid [(2R)-3-(1-ethyl-8-oxo-spiro[6,7-dihydro-4H-pyrazolo[3,4-c]azepin-5,4'-tetrahydropyran]-3-yl)-2-methyl-propyl] ester C(C)N1N=C(C2=C1C(NCC1(CCOCC1)C2)=O)C[C@H](COC(C2=CC(=CC=C2)C(C)=O)=O)C